FC=1C2=C(C(=NC1)C)CC(C2)CNCCC2=CN(C(O2)=O)C2=NC1=C(OCC(N1)=O)N=C2 6-[5-[2-[(4-fluoro-1-methyl-6,7-dihydro-5H-cyclopenta[c]pyridin-6-yl)methylamino]ethyl]-2-oxo-1,3-oxazol-3-yl]-4H-pyrazino[2,3-b][1,4]oxazin-3-one